hydroxy-3-(4-hydroxy-3-methoxybenzyl)-5-methoxybenzaldehyde OC1=C(C=O)C=C(C=C1CC1=CC(=C(C=C1)O)OC)OC